N-Nonane CCCCCCCCC